O=C1NC(CCC1C1=CC=C(C=C1)N1CCN(CC1)CCC1CCN(CC1)C(=O)OC(C)(C)C)=O tert-butyl 4-(2-(4-(4-(2,6-dioxopiperidin-3-yl)phenyl)piperazin-1-yl)ethyl)piperidine-1-carboxylate